ClC=1C=CC2=C(N=C(S2)C2CC3(CC(C3)NC(=O)C3=CC(=NC=C3)NS(=O)(=O)C)C2)C1 N-[6-(5-chloro-1,3-benzothiazol-2-yl)spiro[3.3]heptan-2-yl]-2-(methylsulfonylamino)pyridine-4-carboxamide